4-(5-(3,5-dichlorophenyl)-5-(trifluoromethyl)-4,5-dihydroisoxazol-3-yl)-N-(isopropylsulfinyl)-2-methylbenzamide ClC=1C=C(C=C(C1)Cl)C1(CC(=NO1)C1=CC(=C(C(=O)NS(=O)C(C)C)C=C1)C)C(F)(F)F